FC1=CC=C(C=C1)C1=C(C=C2C(NC(NC2=C1I)=O)=O)C(F)(F)F 7-(4-fluorophenyl)-8-iodo-6-(trifluoromethyl)quinazoline-2,4(1H,3H)-dione